C(C)N(CCN1C(C2=C(CC1)NC(=C2C)\C=C\2/C(NC1=CN=C(C=C12)C1=C(C=C(C=C1)F)F)=O)=O)CC (Z)-5-(2-(diethylamino)ethyl)-2-((5-(2,4-difluorophenyl)-2-oxo-1,2-dihydro-3H-pyrrolo[2,3-c]pyridin-3-ylidene)methyl)-3-methyl-1,5,6,7-tetrahydro-4H-pyrrolo[3,2-c]pyridin-4-one